C1=CC=CC=2C3=CC=CC=C3C(C12)COC(=O)N[C@H](CCC(=O)OCC1=CC=CC=C1)C(=O)OCC=C 1-allyl 5-benzyl (((9H-fluoren-9-yl)methoxy)carbonyl)-D-glutamate